BrC1=C2C=NNC2=CC(=C1C1OCCO1)Br 4,6-dibromo-5-(1,3-dioxolan-2-yl)-1H-indazole